4-(1'-isopropyl-5-(4-methoxyphenyl)-3'-(p-tolyl)-3,4-dihydro-1'H,2H-[3,4'-bipyrazol]-2-yl)-4-oxobutanoic acid C(C)(C)N1N=C(C(=C1)C1N(N=C(C1)C1=CC=C(C=C1)OC)C(CCC(=O)O)=O)C1=CC=C(C=C1)C